NC1=C(C=C(C=N1)C=1C=C2N(N1)CC[C@]21CN(CC1)C(=O)NCC)OC(C)C1=NC(=CC=C1)C (3R)-2'-(6-amino-5-{[1-(6-methylpyridin-2-yl)ethyl]oxy}pyridin-3-yl)-N-ethyl-5',6'-dihydrospiro[pyrrolidine-3,4'-pyrrolo[1,2-b]pyrazole]-1-carboxamide